tert-butyl (5-(4-ethylpiperazin-1-yl)-2-nitrophenyl)carbamate C(C)N1CCN(CC1)C=1C=CC(=C(C1)NC(OC(C)(C)C)=O)[N+](=O)[O-]